C(N)(O[C@H](C)C1=C(C=C(C=C1)[N+](=O)[O-])C[S@@](=O)C)=O ((1R,S)-1-(2-((methylsulfinyl) methyl)-4-nitrophenyl) ethyl) carbamate